2-(2-(aminomethyl)pyrrolidin-1-yl)-1-(4-methoxyphenyl)ethan-1-one NCC1N(CCC1)CC(=O)C1=CC=C(C=C1)OC